N-(3-bromo-2-cyano-phenyl)-5-chloro-2-fluoro-4-methoxy-benzenesulfonamide BrC=1C(=C(C=CC1)NS(=O)(=O)C1=C(C=C(C(=C1)Cl)OC)F)C#N